CC1(OB(OC1(C)C)C1=C(C(=O)OC)C=CC=C1)C methyl 2-(4,4,5,5-tetramethyl-1,3,2-dioxaborolan-2-yl)benzoate